FC1=CC(=C(CN2N=CC(=C2)C(=O)ON2C(CCC2=O)=O)C=C1)C(F)(F)F 2,5-Dioxopyrrolidin-1-yl 1-(4-fluoro-2-(trifluoromethyl)benzyl)-1H-pyrazole-4-carboxylate